FC1=CC=C(C=C1)C1=C(C=2N(C(=N1)N)N=C(N2)CC2N(CCC2)C)C=2C=CC1=C(N(C=N1)C)C2 7-(4-fluorophenyl)-8-(1-methyl-1H-benzo[d]imidazol-6-yl)-2-((1-methylpyrrolidin-2-yl)methyl)-[1,2,4]triazolo[1,5-c]pyrimidin-5-amine